(R)-4-[[(1R)-1-[4-(4-chloro-2,3,7,10-tetrazatricyclo[7.4.0.02,6]trideca-1(9),3,5,7-tetraen-10-yl)phenyl]-2,2,2-trifluoro-ethyl]-methyl-carbamoyl]-2-oxo-pyrrolidine-1-carboxylate ClC1=NN2C=3CCCN(C3C=NC2=C1)C1=CC=C(C=C1)[C@H](C(F)(F)F)N(C(=O)[C@@H]1CC(N(C1)C(=O)[O-])=O)C